C1(=C(C=CC=C1)OCC1=COC2=C(C1=O)C=CC=C2)C 3-((o-tolyloxy)methyl)-4H-benzopyran-4-one